CC1(OB(OC1(C)C)C1=CC2=C(NS3(C2CCC3)=O)C=C1)C 8-(4,4,5,5-tetramethyl-1,3,2-dioxaborolan-2-yl)-1,2,3,9b-tetrahydrobenzo[c]thieno[2,1-e]isothiazole 4-oxide